5-hydroxypentyl-(triphenyl)phosphine bromide [Br-].OCCCCCP(C1=CC=CC=C1)(C1=CC=CC=C1)C1=CC=CC=C1